CN1CC2=CC(=CC(=C2CC1)C)C=1N=C(C(=NC1)N)OC1=CSC2=CN=CC=C21 5-(2,5-dimethyl-1,2,3,4-tetrahydroisoquinolin-7-yl)-3-(thieno[2,3-c]pyridin-3-yloxy)pyrazin-2-amine